NCC(=O)NCO[C@@H](C(=O)OCC1=CC=CC=C1)C benzyl (R)-2-((2-aminoacetamido)methoxy)propanoate